NCCCN1CCN(CC1)C(CC)N [4-(3-aminopropyl)piperazin-1-yl]propan-1-amine